CS(=O)(=O)C1=CC=C(C=C1)C=1C=C2C=CC(=CC2=CC1)C#N 6-(4-(methylsulfonyl)phenyl)-2-naphthonitrile